2-fluoro-4-(hydroxy(pyridin-4-yl)methyl)benzonitrile FC1=C(C#N)C=CC(=C1)C(C1=CC=NC=C1)O